3-Ethyl-7-((4-(6-(5-methyl-4H-1,2,4-triazol-3-yl)pyridin-3-yl)piperazin-1-yl)methyl)-1,5-naphthyridin C(C)C=1C=NC2=CC(=CN=C2C1)CN1CCN(CC1)C=1C=NC(=CC1)C1=NN=C(N1)C